3-benzyl-2-(2,6-dichlorobenzyl)-3,4-dihydroisoquinoline C(C1=CC=CC=C1)C1N(CC2=CC=CC=C2C1)CC1=C(C=CC=C1Cl)Cl